6'-((5S)-1-(4-amino-1,3-dihydrofuro[3,4-c][1,7]naphthyridine-8-carbonyl)-5-methylpiperidin-2-yl)-1'-methyl-1',4'-dihydro-2'H-spiro[cyclopropane-1,3'-quinolin]-2'-one NC1=NC=2C=NC(=CC2C2=C1COC2)C(=O)N2C(CC[C@@H](C2)C)C=2C=C1CC3(C(N(C1=CC2)C)=O)CC3